C(C)(=O)N1CCC(CC1)NC1=CC(=NC(=N1)C=1SC=CN1)C(=O)O 6-((1-acetylpiperidin-4-yl)amino)-2-(thiazol-2-yl)pyrimidine-4-carboxylic acid